O=C1NC(CCC1N1CC2=CC=C(C=C2C1=O)CCC(=O)NC1=CC(=C(C=C1)C1=CC=NC=C1)CN1C=COC=C1)=O 3-[2-(2,6-dioxo-hexahydropyridin-3-yl)-3-oxo-2,3-dihydro-1H-isoindol-5-yl]-N-[3-(1,4-oxazin-4-ylmethyl)-4-(pyridin-4-yl)phenyl]propanamide